C(C)OC(C(C)OC1=C(C=C(C=C1C)C)CC1=C(C=CC=C1)C#N)=O 2-(2-(2-cyanobenzyl)-4,6-dimethylphenoxy)propionic acid ethyl ester